undecenal CCCCCCCCC=CC=O